7-((2-((3aR,6aR)-hexahydro-pyrrolo[3,4-b]pyrrol-1(2H)-yl)pyrimidin-4-yl)amino)-4-(1-methyl-1H-pyrrolo[2,3-b]pyridin-4-yl)-2,3-dihydro-1H-pyrrolo[3,4-c]pyridin-1-one N1([C@@H]2[C@H](CC1)CNC2)C2=NC=CC(=N2)NC=2C1=C(C(=NC2)C2=C3C(=NC=C2)N(C=C3)C)CNC1=O